C(CCCCCCCCCCCCCCCC)OB(O)O n-heptadecyl-boric acid